C(C1=CC=CC=C1)(=O)N Benzoamide